C1N(CC2=CC=CC=C12)C(CSC=1SC(=CN1)C)=O 1-(1,3-dihydro-2H-isoindol-2-yl)-2-[(5-methyl-1,3-thiazol-2-yl)sulfanyl]ethanone